5-fluoro-2-hydrazinopyridine FC=1C=CC(=NC1)NN